4-(3-oxobutylthio)-2-butanone O=C(CCSCCC(C)=O)C